tri-TERT-butylphosphonium tetrafluoroborate F[B-](F)(F)F.C(C)(C)(C)[PH+](C(C)(C)C)C(C)(C)C